FN(C1=CC=CC=C1[N+](=O)[O-])C Fluoro-N-methyl-6-nitroaniline